COC(CC1=CNC2=CC(=CC=C12)Cl)=O 2-(6-chloro-1H-indol-3-yl)acetic acid methyl ester